BrC=1C=NC(=NC1)OCC1CCN(CC1)C(=O)OC(C)(C)C tert-butyl 4-(((5-bromo-pyrimidin-2-yl) oxy)methyl)piperidine-1-carboxylate